(R)-2-chloro-6-fluoro-4-(3-(trifluoromethyl)morpholinyl)benzoic acid ClC1=C(C(=O)O)C(=CC(=C1)N1[C@H](COCC1)C(F)(F)F)F